dimethyl-(S)-3-(cyclopropyl(4-methoxypyridin-2-yl)methyl)-8-(1-ethyl-3-(trifluoromethyl)-1H-pyrazol-4-yl)-6-vinylquinazolin-4(3H)-one CC1=C2C(N(C(=NC2=C(C=C1C=C)C=1C(=NN(C1)CC)C(F)(F)F)C)[C@H](C1=NC=CC(=C1)OC)C1CC1)=O